Cl.NC1=NC=NN2C1=C(C=C2C=2C=CC1=C(CN(S1(=O)=O)C(C)(C)C)C2)N2CC(CCC2)N 5-(4-Amino-5-(3-aminopiperidin-1-yl)pyrrolo[2,1-f][1,2,4]triazin-7-yl)-2-(tert-butyl)-2,3-dihydrobenzo[d]isothiazole 1,1-dioxide hydrochloride